1-chloro-4-((1-ethynyl-3-methylcyclohexyl)oxy)benzene ClC1=CC=C(C=C1)OC1(CC(CCC1)C)C#C